C(CCN(CCCCCCCC(=O)OC\C=C/CCCCCC)CCCCCCCC(=O)OC\C=C/CCCCCC)N(CCCCCCCC(=O)OC\C=C/CCCCCC)CCCCCCCC(=O)OC\C=C/CCCCCC tetra((Z)-non-2-en-1-yl) 8,8',8'',8'''-(propane-1,3-diyldi(azanetriyl))tetraoctanoate